tert-Butyl 4-((2-chloro-6,7-dimethoxyquinazolin-4-yl)amino)piperidine-1-carboxylate ClC1=NC2=CC(=C(C=C2C(=N1)NC1CCN(CC1)C(=O)OC(C)(C)C)OC)OC